ClC=1C=CC(=C(C1)[C@]12[C@H](C=3N(C(NC3CC(C(=O)O)C(=O)O)=S)C1)C2)F 2-(((5aS,6aR)-5a-(5-chloro-2-fluorophenyl)-3-thioxo-2,3,5,5a,6,6a-hexahydrocyclopropa[3,4]pyrrolo[1,2-c]imidazol-1-yl)methyl)malonic acid